CN1C(N(C=2C1=CC=1C(=NN=C(C1C2)N[C@H](C)C2=C(C(=CC=C2)C=2N(N=CC2)C)C)C)C)=O 1,3,8-trimethyl-5-[[(1R)-1-[2-methyl-3-(2-methylpyrazol-3-yl)phenyl]ethyl]amino]imidazo[4,5-g]phthalazin-2-one